(P)-1-(5-fluoro-4-(3-fluoro-3-(trifluoromethyl)cyclobutyl)-2-methoxyphenyl)-N-(isoxazol-3-yl)-N-(4-methoxybenzyl)-2-oxo-1,2-dihydroquinoline-6-sulphonamide FC=1C(=CC(=C(C1)N1C(C=CC2=CC(=CC=C12)S(=O)(=O)N(CC1=CC=C(C=C1)OC)C1=NOC=C1)=O)OC)C1CC(C1)(C(F)(F)F)F